C(C)(C)(C)OC(=O)N[C@@H]1CN(C[C@@H]1CF)C1=CC2=C(C[C@H](CO2)NC(OCC2=CC=CC=C2)=O)C=C1 Cis-benzyl N-[(3R)-7-(3-[[(tert-butoxy)carbonyl]amino]-4-(fluoromethyl)pyrrolidin-1-yl)-3,4-dihydro-2H-1-benzopyran-3-yl]carbamate